C1=CC=CC=2C3=CC=CC=C3C(=CC12)C1=CC=C(C=C1)N(C1=CC=C(C(=C1)C1=CC=CC=C1)C1=CC=CC=C1)C1=CC=2C=CC3=CC=CC=C3C2C=C1 {4-(phenanthren-9-yl)phenyl}-(phenanthren-2-yl)-(1,1':2',1''-terphenyl-5'-yl)amine